tert-Butyl 4-[4-[(1-Carbamoyl-3-methoxycarbonyl-cyclobutyl)amino]phenyl]piperazine-1-carboxylate C(N)(=O)C1(CC(C1)C(=O)OC)NC1=CC=C(C=C1)N1CCN(CC1)C(=O)OC(C)(C)C